hexaanimine ruthenium bromide [Ru](Br)(Br)Br.C(CCCCC)=N